OC1=C(C=CC(=C1)N(CC)CC)NC(=S)N N-(2-hydroxy-4-diethylaminophenyl)thiourea